C(C#C)OCCO 2-(2-propynyloxy)ethanol